CC1=NC=C(C(=C1)C=1NC2=CC=C(C=C2C1C(C)C)C1CCN(CC1)CC(C)(O)C)C 1-(4-(2-(2,5-dimethylpyridin-4-yl)-3-isopropyl-1H-indol-5-yl)piperidin-1-yl)-2-methylpropan-2-ol